NC=1C=2N(C3=CC(=CC=C3N1)C(=O)N1[C@@H]3[C@H](O[C@@H](C1)C)CC=1C=C(C=CC13)C(F)(F)F)C=NC2C (4-amino-3-methylimidazo[1,5-a]quinoxalin-8-yl)((2R,4aS,9aR)-2-methyl-7-(trifluoromethyl)-2,3,9,9a-tetrahydroindeno[2,1-b][1,4]oxazin-4(4aH)-yl)methanone